N1C=NC2=C1C=CC(=C2)N2C(NC([C@H]2C2=CC=C(C=C2)Br)=N[C@H]2CCC1=CC=CC=C21)=O (R,S)-1-(1H-Benzoimidazol-5-yl)-5-(4-bromo-phenyl)-4-((S)-indan-1-ylimino)-imidazolidin-2-on